C1(=CC=CC=C1)S(=O)(=O)N1[C@@H](CCC1)C(=O)N[C@@H](CC1=CC=C(C=C1)OC(=O)N1CCCC1)C(=O)O N-(phenylsulfonyl)-L-prolyl-L-O-(1-pyrrolidinylcarbonyl)tyrosine